pentaerythritol tetra(ethyl acetate) C(C)CC(=O)OCC(COC(CCC)=O)(COC(CCC)=O)COC(CCC)=O